2-[4-[8-[3-chloro-4-[4-[(3R)-3-(hydroxymethyl)piperazine-1-carbonyl]piperidine-1-carbonyl]anilino]imidazo[1,2-a]pyrazin-3-yl]-2,3-difluorophenoxy]acetonitrile ClC=1C=C(NC=2C=3N(C=CN2)C(=CN3)C3=C(C(=C(OCC#N)C=C3)F)F)C=CC1C(=O)N1CCC(CC1)C(=O)N1C[C@@H](NCC1)CO